(3S)-N-{3-[2-ethanesulfonamido-6-(morpholin-4-yl)pyridin-4-yl]-4-methylphenyl}-3-(2,2,2-trifluoroethyl)pyrrolidine-1-carboxamide C(C)S(=O)(=O)NC1=NC(=CC(=C1)C=1C=C(C=CC1C)NC(=O)N1C[C@@H](CC1)CC(F)(F)F)N1CCOCC1